C(CCCC(=O)O)(=O)OC([C@@H](N)CC1=CNC2=CC=C(C=C12)O)=O 5-Hydroxytryptophan-Glutaric Anhydride